2-(((6-methoxy-2-((3-morpholinophenyl)amino)pyrimidin-4-yl)methyl)amino)ethan-1-ol COC1=CC(=NC(=N1)NC1=CC(=CC=C1)N1CCOCC1)CNCCO